3-((dimethylamino)methyl)-4-(3-(methoxy-d3)phenyl)-1-(2-(2,4,5-trifluorophenyl)acetyl)piperidin-4-ylbenzoate CN(C)CC1CN(CCC1(C1=CC(=CC=C1)OC([2H])([2H])[2H])OC(C1=CC=CC=C1)=O)C(CC1=C(C=C(C(=C1)F)F)F)=O